C([13C](=O)C)(=O)O [2-13C]pyruvic acid